C(#N)C=1N=CC(=NC1)NC1=CC(=C(N=N1)C(=O)NC1=CC=NC=C1)NCC1CCNCC1 6-(5-cyanopyrazin-2-ylamino)-4-(piperidin-4-ylmethylamino)-N-(pyridin-4-yl)pyridazine-3-carboxamide